rac-(2S,6R)-9-(trifluoromethoxy)-3,4,5,6-tetrahydro-2H-2,6-methanobenzo[b][1,5]oxazocine FC(OC=1C=CC2=C(O[C@H]3CCN[C@@H]2C3)C1)(F)F |r|